BrC=1C=CC(=C(C=O)C1)OC(F)(F)F 5-bromo-2-(trifluoromethoxy)benzaldehyde